C(#N)C1=CC=C(N=N1)N1CC([C@@H](CC1)NC1=C(C=NC=2N1N=C(C2)C2=CC(=NC=C2)N2CCOCC2)C(=O)N)(C)C (R)-7-((1-(6-cyanopyridazin-3-yl)-3,3-dimethylpiperidin-4-yl)amino)-2-(2-morpholinopyridin-4-yl)pyrazolo[1,5-a]pyrimidine-6-carboxamide